tris(di-n-propylamino)-3-vinylphenylsilane C(CC)N(CCC)[Si](C1=CC(=CC=C1)C=C)(N(CCC)CCC)N(CCC)CCC